CO\N=C\1/NC2=C(C=C(C=C2C(N1CC=1C=NN(C1)C)=O)S(=O)(=O)NC1(CC1)C)C=1CCN([C@@H](C1)C)C (2E)-2-methoxyimino-N-(1-methylcyclopropyl)-3-[(1-methylpyrazol-4-yl)methyl]-4-oxo-8-[(6R)-1,6-dimethyl-3,6-dihydro-2H-pyridin-4-yl]-1H-quinazoline-6-sulfonamide